C(C)(=O)OC[C@@H]1[C@H]([C@@H]([C@H]([C@H](OC=2C=C(C=3C(C(=COC3C2)C2=CC=C(O)C=C2)=O)O)O1)O)O)O acetylgenistine